methyl-di-n-propylamine CN(CCC)CCC